O1C(COCC1)COC1=NC(N2C(C3=CC=C(C=C3CC2)C#CCNCC=2C=NC=CC2)=C1)=O 2-([1,4]Dioxan-2-ylmethoxy)-9-{3-[(pyridin-3-ylmethyl)-amino]-prop-1-ynyl}-6,7-dihydro-pyrimido[6,1-a]isoquinolin-4-one